ClC=1C(=CC(=C(C1)N1C(C=CC2=CC(=CC=C12)S(=O)(=O)N(CC1=CC=C(C=C1)OC)C1=NOC=C1)=O)OC)C1CC(C1)(C(F)(F)F)O (P)-1-(5-chloro-4-(3-hydroxy-3-(trifluoromethyl)cyclobutyl)-2-methoxyphenyl)-N-(isoxazol-3-yl)-N-(4-methoxybenzyl)-2-oxo-1,2-dihydroquinoline-6-sulphonamide